2-(7-((S)-2-(1H-imidazol-1-yl)propoxy)-1-(cyclopropylmethyl)-1H-indol-2-yl)-6-((S)-2-amino-3-fluoropropyl)-1-methyl-1,6,7,8-tetrahydro-5H-imidazo[4,5-g]isoquinolin N1(C=NC=C1)[C@H](COC=1C=CC=C2C=C(N(C12)CC1CC1)C1=NC=2C(=CC=3CCN(CC3C2)C[C@@H](CF)N)N1C)C